4-benzyl-oxy-2-fluorophenylboronic acid C(C1=CC=CC=C1)OC1=CC(=C(C=C1)B(O)O)F